C1=C2C=3C=CC=C(C3N3C2=C(C=C1)C1=CC=CC=C13)O indolo[3,2,1-jk]carbazol-9-ol